(E)-3-(trifluoromethyl)pyrazole-4-carboxylic acid FC(C1=NNC=C1C(=O)O)(F)F